N-(1-(p-tolyl)ethyl)acetamid C1(=CC=C(C=C1)C(C)NC(C)=O)C